7-bromo-4-methyleneisochromane BrC1=CC=C2C(COCC2=C1)=C